(E)-1-(m-tolyl)but-2-en-1-one C1(=CC(=CC=C1)C(\C=C\C)=O)C